2-((1s,4s)-4-(Cyclopropanecarboxamido)cyclohexyl)-6-methoxy-N-(pyrazolo[1,5-a]pyrimidin-3-yl)-2H-indazole-5-carboxamide C1(CC1)C(=O)NC1CCC(CC1)N1N=C2C=C(C(=CC2=C1)C(=O)NC=1C=NN2C1N=CC=C2)OC